1-(3-aminopropyl)-N3-dodecylpropane-1,3-diamine NCCCC(CCNCCCCCCCCCCCC)N